COC1=CC=CC(=C1O)C=O The molecule is a member of the class of benzaldehydes that is salicylaldehyde substituted by a methoxy group at position 3. It has a role as an antimutagen and a plant metabolite. It is a member of benzaldehydes and a member of guaiacols. It derives from a salicylaldehyde.